E-3-(3-Chloro-4-(9-(3-chlorobenzyl)-6-(1-methylcyclopropoxy)-9H-purin-8-yl)phenyl)acrylic acid ClC=1C=C(C=CC1C=1N(C2=NC=NC(=C2N1)OC1(CC1)C)CC1=CC(=CC=C1)Cl)/C=C/C(=O)O